N-[4-(2,4-difluorophenoxy)-3-(6-methyl-7-oxo-6,7-dihydro-1H-pyrrolo[2,3-c]pyridin-4-yl)phenyl]methanesulfonamide FC1=C(OC2=C(C=C(C=C2)NS(=O)(=O)C)C=2C3=C(C(N(C2)C)=O)NC=C3)C=CC(=C1)F